dimethoxydi-p-tolylsilane CO[Si](C1=CC=C(C=C1)C)(C1=CC=C(C=C1)C)OC